2-(4-{[3-(adamantan-1-yl)-4-methoxyphenyl]sulfanyl}phenyl)acetic acid Methyl-2-(3-{[3-(adamantan-1-yl)-4-methoxyphenyl]sulfanyl}phenyl)acetate COC(CC1=CC(=CC=C1)SC1=CC(=C(C=C1)OC)C12CC3CC(CC(C1)C3)C2)=O.C23(CC1CC(CC(C2)C1)C3)C=3C=C(C=CC3OC)SC3=CC=C(C=C3)CC(=O)O